ClC1=C(OC2CC3C(CN(C3)C(=O)N3N=C(C=C3)C(=O)O)C2)C=CC=C1OC 1-(trans-5-(2-chloro-3-methoxyphenoxy)octahydrocyclopenta[c]pyrrole-2-carbonyl)-1H-pyrazole-3-carboxylic acid